C(C1=CC=CC=C1)OC1=C(C=CC=C1F)B(O)O 2-(benzyloxy)-3-fluorophenylboronic acid